(S)-benzyl 3-((tert-butoxycarbonyl)((S)-2-hydroxy-3-(3-((1-(hydroxymethyl)cyclopropyl)sulfonyl)phenoxy) propyl)amino)-1-oxa-8-azaspiro[4.5]decane-8-carboxylate C(C)(C)(C)OC(=O)N([C@@H]1COC2(C1)CCN(CC2)C(=O)OCC2=CC=CC=C2)C[C@@H](COC2=CC(=CC=C2)S(=O)(=O)C2(CC2)CO)O